2-chloro-N-(pyrimidin-5-yl)pyrimidine-4-carboxamide ClC1=NC=CC(=N1)C(=O)NC=1C=NC=NC1